NC1=NC=2C=CC(=CC2C2=C1C=NN2C)C(=O)N(N(C(=O)OCC(F)(F)F)C)CC2=NC=C(C=C2)C(F)(F)F 2,2,2-trifluoroethyl 2-(4-amino-1-methyl-1H-pyrazolo[4,3-c]quinoline-8-carbonyl)-1-methyl-2-((5-(trifluoromethyl)pyridin-2-yl)methyl)hydrazine-1-carboxylate